FC(OC1=CC=C(C=N1)C1=CN=CC(=N1)C(=O)NOCC1=CC(=CC=C1)C(C)O)F 6-(6-(difluoromethoxy)pyridin-3-yl)-N-((3-(1-hydroxyethyl)benzyl)oxy)pyrazine-2-carboxamide